5-bromo-1-butyl-6-methyl-3-(1-methylpropyl)-2,4(1H,3H)-pyrimidinedione BrC=1C(N(C(N(C1C)CCCC)=O)C(CC)C)=O